ClC1=C(C=CC=C1)C(=O)C1(CCCC1)Br 2-chlorophenyl(1-bromocyclopentyl)methanone